NC1=NC=CC2=C1N(C(N2[C@H](CCCO)CN)=O)C2=CC=C(C=C2)OC2=CC=CC=C2 4-amino-1-[(1R)-1-(aminomethyl)-4-hydroxy-butyl]-3-(4-phenoxyphenyl)imidazo[4,5-c]pyridin-2-one